4-(4-(4-(1-ethylpiperidin-4-yl)piperazin-1-yl)piperidin-1-yl)-3-((4-(hexacosyloxy)phenyl)sulfonyl)-6-(methylsulfinyl)quinoline C(C)N1CCC(CC1)N1CCN(CC1)C1CCN(CC1)C1=C(C=NC2=CC=C(C=C12)S(=O)C)S(=O)(=O)C1=CC=C(C=C1)OCCCCCCCCCCCCCCCCCCCCCCCCCC